COCC1=NN(C(=C1C=1C=C2C(=C(N1)C)N(N=C2C=C)C2OCCCC2)O)C 3-(methoxymethyl)-1-methyl-4-(7-methyl-1-(tetrahydro-2H-pyran-2-yl)-3-vinyl-1H-pyrazolo[3,4-c]pyridin-5-yl)-1H-pyrazol-5-ol